6-((6-methyl-5-(trifluoromethyl)pyridin-2-yl)methyl)-2-azaspiro[3.3]heptane CC1=C(C=CC(=N1)CC1CC2(CNC2)C1)C(F)(F)F